2-(fluorophenyl)glycine FC1=C(C=CC=C1)C(N)C(=O)O